tert-butyl 7-amino-5-bromo-3-((2-(2-ethoxy-2-oxoethyl)phenoxy)methyl)benzofuran-2-carboxylate NC1=CC(=CC=2C(=C(OC21)C(=O)OC(C)(C)C)COC2=C(C=CC=C2)CC(=O)OCC)Br